B([O-])([O-])[O-].C(C(=O)F)(=O)F.[Li+].[Li+].[Li+] Lithium difluorooxalate borate